2-methylpyrido[3,4-d]pyridazin-1,7(2H,6H)-dione CN1N=CC=2C(C1=O)=CC(NC2)=O